C(C)(=O)C1=NN(C2=CC=C(C=C12)C=1C=NC(=NC1)C)CC(=O)[C@H]1N([C@@H]2C[C@@H]2C1)C(=O)OC(C)(C)C tert-butyl (1R,3S,5R)-3-(2-(3-acetyl-5-(2-methylpyrimidin-5-yl)-1H-indazol-1-yl) acetyl)-2-azabicyclo[3.1.0]hexane-2-carboxylate